O1C(OCC1)CSC1=C(OC2=C(C=C(C=C2)C2=NOC(=N2)CN2C(N(C(C2=O)(C)C)CCN2CCOCC2)=O)C(F)(F)F)C=CC=C1 3-((3-(4-(2-(((1,3-dioxolan-2-yl)methyl)thio)phenoxy)-3-(trifluoromethyl)phenyl)-1,2,4-oxadiazol-5-yl)methyl)-5,5-dimethyl-1-(2-morpholinoethyl)imidazolidine-2,4-dione